C(CCCCCCCC)(=O)OO peroxypelargonic acid